C(C)(C)(C)OC(=O)N1C[C@H](N(CC1)CC(F)(F)F)C (R)-3-methyl-4-(2,2,2-trifluoroethyl)piperazine-1-carboxylic acid tert-butyl ester